2-ethyl-4-(hydroxymethyl)pyrazolo[1,5-a]pyridine C(C)C1=NN2C(C(=CC=C2)CO)=C1